ClC=1C=C(C=CC1F)C(C=1NC(=CN1)S(=O)(=O)NC1CC(CC1)O)C1=CC(=C(C=C1)F)Cl 2-(bis(3-chloro-4-fluorophenyl)methyl)-N-(3-hydroxycyclopentyl)-1H-imidazole-5-sulfonamide